C(C)(C)C1=C(NC2=CC=C(C=C12)C1CCN(CC1)CC=1C=NC=CC1)C1=C2C(=NC=C1)NN=C2 4-(3-isopropyl-5-(1-(pyridin-3-ylmethyl)piperidin-4-yl)-1H-indol-2-yl)-1H-pyrazolo[3,4-b]pyridine